FC(C1=CC=C(C=C1)CC(=O)N1CC2(C1)CN(C2)CC2=CC(=CC=C2)OC)(F)F 2-(4-(trifluoromethyl)phenyl)-1-(6-(3-methoxybenzyl)-2,6-diazaspiro[3.3]heptan-2-yl)ethan-1-one